COC(CN1C(=NC2=C1C=C(C=C2)C=2C=C(C(N(C2)C)=O)C)C2CCOCC2)C 5-[3-(2-methoxypropyl)-2-tetrahydropyran-4-yl-benzimidazol-5-yl]-1,3-dimethylpyridin-2-one